CC(C)(C)[O-].[Ti+4].CC(C)(C)[O-].CC(C)(C)[O-].CC(C)(C)[O-] titanium tert-butoxide